ClC=1C=C(C=CC1C(=O)N1CCNCC1)NC(=O)C1=NC=C(N1C)C1=CC=C(C=C1)C=1C(=NN(C1)CC(=O)OC(C)(C)C)C tert-butyl 2-[4-[4-[2-[[3-chloro-4-(piperazine-1-carbonyl)phenyl]carbamoyl]-3-methyl-imidazol-4-yl]phenyl]-3-methyl-pyrazol-1-yl]acetate